BrC=1C=C(C2=C(N(C=N2)C2CC(C2)(O)C)C1)C(F)(F)F (cis)-3-[6-bromo-4-(trifluoromethyl)-1H-1,3-benzimidazol-1-yl]-1-methylcyclobutanol